NC=1C=C(OC2=CC=C(C=C2)C(C)(C)C2=CC=C(C=C2)OC2=CC(=CC=C2)N)C=CC1 2,2-bis[4-(3-aminophenoxy)phenyl]propane